5-[5-[2-(dimethylamino)ethoxy]-6-fluoro-2,3-dihydro-1H-isoindol-2-yl]-4-(trifluoromethyl)-2,3-dihydropyridazin-3-one CN(CCOC=1C=C2CN(CC2=CC1F)C1=C(C(NN=C1)=O)C(F)(F)F)C